1-(4-(2-(4-bromophenyl)propan-2-yl)thiazol-2-yl)-3-(4-(3-methylpiperazin-1-yl)benzyl)urea BrC1=CC=C(C=C1)C(C)(C)C=1N=C(SC1)NC(=O)NCC1=CC=C(C=C1)N1CC(NCC1)C